C(C(=C)C)(=O)OCCNC(C)(C)C 2-(tert-Butylamino)ethyl methacrylate